OC1=C(OC2=CC=CC=C2C1=O)C1=CC=C(C=C1)F 3-hydroxy-2-(p-fluorophenyl)-4H-chromen-4-one